4-((7-(cyclopent-1-en-1-yl)-2,6-dimethyl-1H-imidazo[4,5-c]pyridin-1-yl)methyl)-3,5-difluorobenzenesulfonamide C1(=CCCC1)C=1C2=C(C=NC1C)N=C(N2CC2=C(C=C(C=C2F)S(=O)(=O)N)F)C